tert-butyl 4-chloro-3-(2-fluorophenyl)-1-(4-(2-methoxyethyl)-3,3-dimethylpiperazin-1-yl)-12-oxo-6a,7,9,10-tetrahydro-6H-pyrazino[2,1-c]pyrido[3,4-f][1,4]oxazepine-8(12H)-carboxylate ClC1=C(N=C(C=2C(N3C(COC21)CN(CC3)C(=O)OC(C)(C)C)=O)N3CC(N(CC3)CCOC)(C)C)C3=C(C=CC=C3)F